The molecule is a pyridinemonocarboxylic acid that is isonicotinic acid with an ethyl substituent at position 2 on the ring. It has a role as a metabolite. It derives from an isonicotinic acid. CCC1=NC=CC(=C1)C(=O)O